C(#N)C1=CC=CC(=N1)[C@H](CNC(CC1CCC(CC1)NC(C)=O)(C)C)O N-[(1R,4s)-4-{2-[(S)-2-(6-cyano-2-pyridyl)-2-hydroxyethylamino]-2-methylpropyl}cyclohexyl]acetamide